NC=1N=NC(=CC1C=1C=NN(C1)CCOCC(=O)O)C1=C(C=CC=C1)O 2-(2-(4-(3-amino-6-(2-hydroxyphenyl)pyridazin-4-yl)-1H-pyrazol-1-yl)ethoxy)acetic acid